FC1=NC2=CC(=CC=C2C=C1)[N+](=O)[O-] 2-fluoro-7-nitroquinoline